N-[4-(3-chlorophenoxy)-3-sulfamoylphenyl]-2-(2,6-dichlorophenyl)propanamide ClC=1C=C(OC2=C(C=C(C=C2)NC(C(C)C2=C(C=CC=C2Cl)Cl)=O)S(N)(=O)=O)C=CC1